3-(4-Chloro-2-fluoro-5-mercaptophenyl)-1-methyl-5,6-ditrifluoromethyl-1H-pyrimidine-2,4-dione ClC1=CC(=C(C=C1S)N1C(N(C(=C(C1=O)C(F)(F)F)C(F)(F)F)C)=O)F